O1C=C(C2=C1C=CC=C2)C(=O)C2=NN(C1=CC(=CC=C21)C=2C(=NNC2)OC)CCO Benzofuran-3-yl(1-(2-hydroxyethyl)-6-(3-methoxy-1H-pyrazol-4-yl)-1H-indazol-3-yl)methanone